2-(2-amino-6-((2',6'-dimethyl-[1,1'-biphenyl]-4-yl)amino)-9H-purin-9-yl)-N-(1-ethyl-3-methyl-1H-pyrazol-5-yl)acetamide NC1=NC(=C2N=CN(C2=N1)CC(=O)NC1=CC(=NN1CC)C)NC1=CC=C(C=C1)C1=C(C=CC=C1C)C